FC(CN1C=C(C(C(=C1C)C1=C(C=C(C=C1)F)C)=O)C(=O)NC1=CC(=C(C=C1)OC1=CC=NC2=CC(=CN=C12)OC)F)F 1-(2,2-difluoroethyl)-N-[3-fluoro-4-[(7-methoxy-1,5-naphthyridin-4-yl)oxy]phenyl]-5-(4-fluoro-2-methylphenyl)-6-methyl-4-oxopyridine-3-carboxamide